methyl methyl((S)-1-(((S)-2-(4-nitrophenyl)-1-(4-(thiophen-2-yl)thiazol-2-yl)ethyl)amino)-1-oxo-3-(pyridin-4-yl)propan-2-yl)carbamate CN(C(OC)=O)[C@H](C(=O)N[C@@H](CC1=CC=C(C=C1)[N+](=O)[O-])C=1SC=C(N1)C=1SC=CC1)CC1=CC=NC=C1